C(C)(C)(C)C1=NN(C(=C1)NC(NC1=C(C=C(OC2=CC(=NC=C2)C(=O)NC2=CC=CC=C2)C=C1)SC)=O)C1=CC=CC=C1 4-(4-(3-(3-(tert-butyl)-1-phenyl-1H-pyrazol-5-yl)ureido)-3-(methylthio)phenoxy)-N-phenylpicolinamide